2-chloro-4-((1r,3s)-3-hydroxycyclohexylamino)pyrimidine-5-carboxylic acid methyl ester COC(=O)C=1C(=NC(=NC1)Cl)N[C@H]1C[C@H](CCC1)O